C1(CCC1)NC1=NC=C(C(=C1)C(=O)NC[C@@H](O)[C@H]1N(CC2=CC(=CC=C2C1)OCC1=C(N=CO1)C)C(=O)OC(C)(C)C)OC tert-butyl (3S)-3-[(1R)-2-[[2-(cyclobutylamino)-5-methoxy-pyridine-4-carbonyl]amino]-1-hydroxy-ethyl]-7-[(4-methyloxazol-5-yl)methoxy]-3,4-dihydro-1H-isoquinoline-2-carboxylate